methyl 4-(2-(4-(4-((4-chloro-2-fluorobenzofuran-7-yl)methoxy)-5-fluoropyrimidin-2-yl)cyclohex-3-en-1-yl)acetamido)-3-((((S)-oxetan-2-yl)methyl)amino)benzoate ClC1=CC=C(C2=C1C=C(O2)F)COC2=NC(=NC=C2F)C2=CCC(CC2)CC(=O)NC2=C(C=C(C(=O)OC)C=C2)NC[C@H]2OCC2